FC=1C=C(C=C(C1)OC)SCCO 2-((3-fluoro-5-methoxyphenyl)thio)ethanol